CNC1=C(C=CC=C1)[N+](=O)[O-] methyl-2-nitro-aniline